O1C=CC=2C(=NC=CC21)C2=CC=C(C(=O)N[C@@H]1CN(C[C@@H]1O)C1=NC=C(C=N1)CO)C=C2 4-(furo[3,2-c]pyridin-4-yl)-N-{(3R,4S)-4-hydroxy-1-[5-(hydroxymethyl)pyrimidin-2-yl]pyrrolidin-3-yl}benzamide